4-Bromo-6-methyl-1H-indazole BrC1=C2C=NNC2=CC(=C1)C